(S)-N-(3-((tert-butyldimethylsilyl)oxy)-4-(5-(4-chloro-3-fluorophenyl)-1H-imidazol-2-yl)bicyclo[2.2.2]oct-1-yl)-2-(4-chloro-3-fluorophenoxy)acetamide [Si](C)(C)(C(C)(C)C)O[C@H]1CC2(CCC1(CC2)C=2NC(=CN2)C2=CC(=C(C=C2)Cl)F)NC(COC2=CC(=C(C=C2)Cl)F)=O